6-fluoro-5-methylbenzo[d]thiazole-2-amine FC1=CC2=C(N=C(S2)N)C=C1C